CC1=CC2CC(C1CC2C(C)C)C=O 6-methyl-8-(1-methylethyl)bicyclo[2.2.2]oct-5-ene-2-carbaldehyde